5-[4-amino-5-(trifluoromethyl)pyrrolo[2,1-f][1,2,4]triazin-7-yl]-N-[(3R,4S)-1-(2,5-difluorobenzoyl)-4-fluoro-pyrrolidin-3-yl]-2-methylpyridine-3-carboxamide NC1=NC=NN2C1=C(C=C2C=2C=C(C(=NC2)C)C(=O)N[C@@H]2CN(C[C@@H]2F)C(C2=C(C=CC(=C2)F)F)=O)C(F)(F)F